CN(C1=CC=C(C2=NON=C12)[N+](=O)[O-])[C@@H](CC(=O)O)C(=O)NCCC(=O)O The molecule is a dipeptide comprising in sequence alpha-aspartyl and beta-alanyl residues, to the nitrogen of the aspartyl residue of which are linked both a methyl group and a 7-nitro-2,1,3-benzoxadiazol-4-yl moiety. It has a role as a peptide probe.